[Na+].CC=1N=C(N=NC1C)NS([O-])(=O)=O 5,6-Dimethyl-1,2,4-triazine-3-ylsulfamic acid sodium salt